3-(2-bromoethyl)benzofuranBenzyl-2-diphenylmethyl-[1,2,4]-thiadiazolidine-3,5-dione BrCCC1=C(OC2=C1C=CC=C2)C2=CC=CC=C2CN2C(N(SC2=O)C(C2=CC=CC=C2)C2=CC=CC=C2)=O